N-[(3R)-7-(hydrazinocarbonyl)-4-oxo-5-[[4-[5-(trifluoromethyl)-1,2,4-oxadiazol-3-yl]phenyl]methyl]-2,3-dihydro-1,5-benzothiazepine-3-Yl]carbamic acid tert-butyl ester C(C)(C)(C)OC(N[C@H]1CSC2=C(N(C1=O)CC1=CC=C(C=C1)C1=NOC(=N1)C(F)(F)F)C=C(C=C2)C(=O)NN)=O